O1C=C(C2=C1C=CC=C2)C[C@H](NC(COC=2C=C1CCC3(C1=CC2)COCC3)=O)B(O)O (R)-2-(benzofuran-3-yl)-1-(2-((4,5-dihydro-2H-spiro[furan-3,1'-indan]-5'-yl)oxy)acetamido)ethylboronic acid